COC1=CC=C(C=C1)[C@H]1CC(N=C([Se]1)C1=CC=CC=C1)=O (R)-6-(4-Methoxyphenyl)-2-phenyl-5,6-dihydro-4H-1,3-selenazin-4-one